bis(methacryl)ethylplatinum C(=O)(C(=C)C)C(C[Pt])C(=O)C(=C)C